N-{3,4-bis[(tert-butyldimethylsilyl)oxy]-2-hydroxybutyl}-N-[(2,4-dimethoxyphenyl)methyl]-4-(dimethylamino)butanamide [Si](C)(C)(C(C)(C)C)OC(C(CN(C(CCCN(C)C)=O)CC1=C(C=C(C=C1)OC)OC)O)CO[Si](C)(C)C(C)(C)C